(3S)-3-(2,4-difluoro-2',3',5,5',6'-pentamethylbiphenyl-3-yl)-3-(2-(5-(2-(dimethylamino)ethyl)-2-oxo-4-(trifluoromethyl)pyridin-1(2H)-yl)-4-methylpentanamido)propanoic acid FC1=C(C=C(C(=C1[C@H](CC(=O)O)NC(C(CC(C)C)N1C(C=C(C(=C1)CCN(C)C)C(F)(F)F)=O)=O)F)C)C1=C(C(=CC(=C1C)C)C)C